2,2',2''-[Nitrilotris(methylene)]tris[phenol] N(CC1=C(C=CC=C1)O)(CC1=C(C=CC=C1)O)CC1=C(C=CC=C1)O